4,4',4'',4'''-((2S,5S,8S,11S)-1,4,7,10-tetraazacyclododecane-2,5,8,11-tetrayl)tetrakis(butan-1-amine) N1[C@H](CN[C@H](CN[C@H](CN[C@H](C1)CCCCN)CCCCN)CCCCN)CCCCN